CC1N(C2=CC=CC=C2C1)C(=O)C1=CC=C(C=C1)S(=O)(=O)NC1=CC=CC=C1 4-(2-methylindoline-1-carbonyl)-N-phenylbenzenesulfonamide